tert-butyl N-[3-(2-bromo-3-chloro-6-nitro-anilino)propyl]-N-methyl-carbamate BrC1=C(NCCCN(C(OC(C)(C)C)=O)C)C(=CC=C1Cl)[N+](=O)[O-]